trans-4-((3-(6-Cyclopropylpyridin-3-yl)phenyl)((trans-4-(4-methoxy-3-methylphenyl)cyclohexyl)methyl)carbamoyl)-cyclohexyl methylcarbamate CNC(O[C@@H]1CC[C@H](CC1)C(N(C[C@@H]1CC[C@H](CC1)C1=CC(=C(C=C1)OC)C)C1=CC(=CC=C1)C=1C=NC(=CC1)C1CC1)=O)=O